FC=1C(=C(C=2C=3N(C(NC2C1)(C)C)N=CC3)F)C3=C1C=CN(C1=CC(=C3)F)S(=O)(=O)C 8,10-difluoro-9-(6-fluoro-1-methylsulfonylindol-4-yl)-5,5-dimethyl-6H-pyrazolo[1,5-c]quinazoline